[Si](C)(C)(C(C)(C)C)OCC(=C)C=1C=NC=C(C1)C1=CC(=C(C(=C1)OCC)OC)Cl 3-(3-((Tert-butyl-dimethylsilyl)oxy)prop-1-en-2-yl)-5-(3-chloro-5-ethoxy-4-methoxyphenyl)pyridine